O-propynylcytidine C(#CC)O[C@H]1[C@@H](O[C@@H]([C@H]1O)CO)N1C(=O)N=C(N)C=C1